3-(benzyloxy)propane-1,2-diol C(C1=CC=CC=C1)OCC(CO)O